2-[6-(azetidin-3-yl)-3-methylimidazo[1,5-a]pyrazin-8-yl]-N-ethyl-5-fluoro-N-(isopropyl)benzamide N1CC(C1)C=1N=C(C=2N(C1)C(=NC2)C)C2=C(C(=O)N(C(C)C)CC)C=C(C=C2)F